NN1C(=NC(=C1C(=O)N)C1=CC=C(C=C1)C(NC1=NC=C(C=C1)C)=O)[C@H]1N(CCC1)C(C(=C)C)=O (S)-1-amino-2-(1-methacryloylpyrrolidin-2-yl)-4-(4-((5-methylpyridin-2-yl)Carbamoyl)phenyl)-1H-imidazole-5-carboxamide